FC1=C(C(=CC=C1)F)NC(=O)C1=C(C=C(C=C1)N1N=C(N(C1=O)CC)C(=O)O)O[C@H](C(F)(F)F)C 1-(4-[(2,6-difluorophenyl)carbamoyl]-3-{[(2S)-1,1,1-trifluoropropan-2-yl]oxy}phenyl)-4-ethyl-5-oxo-4,5-dihydro-1H-1,2,4-triazole-3-carboxylic acid